C(C)O[Zn]OCC diethoxyzinc